N-[7-benzyloxy-5-fluoro-6-(1,1,4-trioxo-1,2,5-thiadiazolidin-2-yl)-2-naphthyl]-2-[4-[3-(2,6-dioxo-3-piperidyl)-1-methyl-indazol-6-yl]-1-piperidyl]acetamide C(C1=CC=CC=C1)OC1=C(C(=C2C=CC(=CC2=C1)NC(CN1CCC(CC1)C1=CC=C2C(=NN(C2=C1)C)C1C(NC(CC1)=O)=O)=O)F)N1S(NC(C1)=O)(=O)=O